CN(C1=CC=C(CCNC(C2=C(C=CC(=C2)F)C(=O)N2CCC(CC2)OC2=NC=C(C=C2)C2=CC=C(C=C2)N(C)C)=O)C=C1)C N-(4-(dimethylamino)phenethyl)-2-(4-((5-(4-(dimethylamino)phenyl)pyridin-2-yl)oxy)piperidine-1-carbonyl)-5-fluorobenzamide